N1CCC(CCC1)C=1C=2N(C=C(N1)C=1C=NN(C1)C)N=CC2 4-(azepan-4-yl)-6-(1-methylpyrazol-4-yl)pyrazolo[1,5-a]pyrazine